NC1=NC=2N=CNC(C2N1)=O 8-aminohypoxanthine